25-hydroxycholest-1,5-diene-3-one OC(C)(C)CCC[C@@H](C)[C@H]1CC[C@H]2[C@@H]3CC=C4CC(C=C[C@]4(C)[C@H]3CC[C@]12C)=O